1-[2-(Azetidin-1-yl)-2-oxo-ethyl]-6-(2,4-difluoro-3-methyl-phenyl)-3-methyl-imidazo[4,5-b]pyridin-2-one N1(CCC1)C(CN1C(N(C2=NC=C(C=C21)C2=C(C(=C(C=C2)F)C)F)C)=O)=O